O(C)C1CCC2C3CCC(C12)C3 methoxyl-hexahydro-4,7-methanoindan